ClC=1C(=C(C=CC1C1=NC=CC=C1NC(=O)C=1N(C2=C(CN(CC2)C)N1)C)N1C(N(C2=C1CNCC2)C)C(=O)N)C 3-(3-chloro-4-(1,5-dimethyl-4,5,6,7-tetrahydro-1H-imidazo[4,5-c]pyridine-2-carboxamidopyridin-2-yl)-2-methylphenyl)-1-methyl-4,5,6,7-tetrahydro-1H-imidazo[4,5-c]pyridine-2-carboxamide